C(C)OC=1C=C(C=2N(C1)N=C1C2C=NN1)C=1C=NC(=CC1)N1CCC(CC1)OC1=NC=CC=C1 6-ethoxy-4-(6-(4-(pyridin-2-yloxy)piperidin-1-yl)pyridin-3-yl)-1H-pyrazolo[3',4':3,4]pyrazolo[1,5-a]pyridine